1-((2-(2-ethyl-1H-benzo[d]imidazol-1-yl)-9-methyl-6-morpholino-9H-purin-8-yl)methyl)piperazine hydrochloride Cl.C(C)C1=NC2=C(N1C1=NC(=C3N=C(N(C3=N1)C)CN1CCNCC1)N1CCOCC1)C=CC=C2